trans-2,3-dibromo-2-Butene-1,4-diol C(/C(=C(/CO)\Br)/Br)O